Ethyl 6-Amino-5-cyano-3-(p-tolyl)picolinate NC1=C(C=C(C(=N1)C(=O)OCC)C1=CC=C(C=C1)C)C#N